FC1=C(C=CC=C1)[C@@H](CO)NC(OC(C)(C)C)=O (S)-tert-butyl (1-(2-fluorophenyl)-2-hydroxyethyl)carbamate